C(C)N(S(=O)(=O)NC1=CC=C2C(=N1)C(=CN2)C2CC1CCCCN1CC2)CC 5-(N,N-diethylaminosulfonyl)amino-3-(octahydro-2H-quinolizin-2-yl)pyrrolo[3,2-b]pyridine